6-chloro-2-fluoro-3-(2-methyl-1,3-dioxolan-2-yl)pyridine ClC1=CC=C(C(=N1)F)C1(OCCO1)C